COC1=CC=C(C=C1)C1(CCC1)O 1-(4-methoxyphenyl)cyclobutan-1-ol